ClC=1C=C2C(=NC1OC)C(=C(N2C)C2=NC(=NN2)[C@@H](C)N(C)C)N2C=NC=C2 (R)-1-(5-(6-chloro-3-(1H-imidazol-1-yl)-5-methoxy-1-methyl-1H-pyrrolo[3,2-b]pyridin-2-yl)-1H-1,2,4-triazol-3-yl)-N,N-dimethylethan-1-amine